benzene sulfur nitrogen [N].[S].C1=CC=CC=C1